ethyl 1-(4-(3-fluoro-5-(difluoromethyl)benzyl)pyridin-2-yl)-5-(hydroxymethyl)-3-methyl-1H-pyrazole-4-carboxylate FC=1C=C(CC2=CC(=NC=C2)N2N=C(C(=C2CO)C(=O)OCC)C)C=C(C1)C(F)F